[4,4-diethyl-1-[[2-[[(1R,2R)-2-hydroxyindan-1-yl]carbamoyl]-3-methyl-cyclopropyl]methyl]-6-oxo-hexahydropyrimidin-2-ylidene]ammonium C(C)C1(NC(N(C(C1)=O)CC1C(C1C)C(N[C@H]1[C@@H](CC2=CC=CC=C12)O)=O)=[NH2+])CC